3,2-dioxathiolane 2-oxide S1[O+](OCC1)[O-]